NC=1C=C(C=C(C1)C(F)(F)F)[C@@H](C)NC=1C2=C(N=C(N1)NC(CC)=O)C=NC(=C2)N2CCCC2 (R)-N-(4-((1-(3-amino-5-(trifluoromethyl)phenyl)ethyl)amino)-6-(pyrrolidin-1-yl)pyrido[3,4-d]pyrimidin-2-yl)propionamide